C(CCC)(=O)OC(COC(CCCCCCCCCCC)=O)COC(CCC)=O glycerol monolaurate dibutyrate